8-chloro-4-(((R)-3-cyano-1-phenylpropyl)amino)-6-(((R)-(1-cyclopropyl-1H-1,2,3-triazol-4-yl)(6-fluoro-2-methylpyridin-3-yl)methyl)amino)quinoline-3-carbonitrile ClC=1C=C(C=C2C(=C(C=NC12)C#N)N[C@H](CCC#N)C1=CC=CC=C1)N[C@H](C=1C(=NC(=CC1)F)C)C=1N=NN(C1)C1CC1